NC=1N=NC(=CC1C=1C=C(C=CC1F)C1=CCN(CC1)C(=O)OC(C)(C)C)Cl tert-butyl 4-(3-(3-amino-6-chloropyridazin-4-yl)-4-fluorophenyl)-5,6-dihydropyridine-1(2H)-carboxylate